ClC1=C(C(=O)NC2=C3C=NN(C3=CC=C2)C2=CC(=CC=C2)OC(F)F)C=C(C=C1)CNC(C(C)(C)C)=O 2-Chloro-N-{1-[3-(difluoromethoxy)phenyl]-1H-indazol-4-yl}-5-{[(2,2-dimethylpropionyl)amino]methyl}benzamide